NC1=C2C(=NC=N1)N(N=C2C)C(C)C=2C(=C(C(=C(C2)Cl)C)C2CN(C2)C([C@H](C)O)=O)OCC (2S)-1-(3-{3-[1-(4-Amino-3-methyl-1H-pyrazolo[3,4-d]pyrimidin-1-yl)ethyl]-5-chloro-2-ethoxy-6-methylphenyl}azetidin-1-yl)-1-oxopropan-2-ol